OC1=C(C(=CC(=C1)C(F)(F)F)C)C1=CC(=C(N=N1)NC1[N+](CCCC1)(C)[O-])C (6-(2-Hydroxy-6-methyl-4-(trifluoromethyl)phenyl)-4-methylpyridazin-3-ylamino)-1-methylpiperidine 1-oxide